1-(cyclopropylmethyl)-3-(8-((2,6-dimethylbenzyl)amino)-2,3-dimethylimidazo[1,2-a]pyridin-6-yl)urea hydrochloride Cl.C1(CC1)CNC(=O)NC=1C=C(C=2N(C1)C(=C(N2)C)C)NCC2=C(C=CC=C2C)C